ClC=1C(=C(CNC(CN(C(CN2N=C(C3=CC=C(C=C23)F)C(=O)N)=O)C2CC2)=O)C=CC1)F 1-(2-((2-(3-chloro-2-fluorobenzylamino)-2-oxoethyl)(cyclopropyl)-amino)-2-oxoethyl)-6-fluoro-1H-indazole-3-carboxamide